CC1=CC=C(C=C1)S(=O)(=O)O.NC[C@H](C1=CC(=CC=C1)Cl)NC(=O)C=1N=CN(C1)C1=NC(=NC=C1C)NC1CCOCC1 (S)-N-(2-amino-1-(3-chlorophenyl)ethyl)-1-(5-methyl-2-((tetrahydro-2H-pyran-4-yl)amino)-pyrimidin-4-yl)-1H-imidazole-4-amide p-toluenesulfonate